6-amino-2-(3,5-dichloro-4-((5-isopropyl-6-oxo-1,6-dihydropyridazin-3-yl)oxy)phenyl)-1,2,4-triazine-3,5(2H,4H)-dione NC=1C(NC(N(N1)C1=CC(=C(C(=C1)Cl)OC1=NNC(C(=C1)C(C)C)=O)Cl)=O)=O